The molecule is a 7-deazaguanine ribonucleoside obtained by formal epoxidation of the cyclohexene moiety of queuosine. It is a 7-deazaguanine ribonucleoside and an epoxide. C1=C(C2=C(N1[C@H]3[C@@H]([C@@H]([C@H](O3)CO)O)O)N=C(NC2=O)N)CN[C@@H]4[C@H]([C@H]([C@H]5[C@@H]4O5)O)O